N[C@@H](CCOC1=C(C=C(C=C1)F)[C@@H](C)NC(OCC1=CC=CC=C1)=O)C Benzyl ((R)-1-(2-((R)-3-aminobutoxy)-5-fluorophenyl)ethyl)carbamate